Cl.COC1=NN(C=C1C1NCCCC1)C 2-(3-Methoxy-1-methyl-1H-pyrazol-4-yl)piperidine, hydrochloride salt